6-((1R,2R)-2-(4-Cyano-1H-pyrazol-1-yl)cyclobutyl)-4-oxo-1-((S)-1-(6-(trifluoromethyl)pyridin-3-yl)ethyl)-4,5-dihydro-1H-pyrazolo[3,4-d]pyrimidin-3-carbonitril C(#N)C=1C=NN(C1)[C@H]1[C@@H](CC1)C=1NC(C2=C(N1)N(N=C2C#N)[C@@H](C)C=2C=NC(=CC2)C(F)(F)F)=O